4-[(phenoxy)acetamido]Benzamide O(C1=CC=CC=C1)CC(=O)NC1=CC=C(C(=O)N)C=C1